N-(2,6-difluoro-3-(5-(2-(3-hydroxyazetidin-1-yl)pyrimidin-5-yl)-1H-pyrrolo[2,3-b]pyridine-3-carbonyl)phenyl)propane-1-sulfonamide FC1=C(C(=CC=C1C(=O)C1=CNC2=NC=C(C=C21)C=2C=NC(=NC2)N2CC(C2)O)F)NS(=O)(=O)CCC